dimethyl sulfone, sodium salt [Na].CS(=O)(=O)C